(R)-benzyl 4-(2-azido-3-(1H-pyrazol-1-yl)propoxy)benzoate N(=[N+]=[N-])[C@@H](COC1=CC=C(C(=O)OCC2=CC=CC=C2)C=C1)CN1N=CC=C1